ClC1=C(C(N(C(N1CC#CC1=CC=C(C=C1)O)=O)CCC)=O)NC(CCC1=CC=C(C=C1)C)=O N-(6-chloro-1-(3-(4-hydroxyphenyl)prop-2-yn-1-yl)-2,4-dioxo-3-propyl-1,2,3,4-tetrahydropyrimidin-5-yl)-3-(p-tolyl)propanamide